(1-(5-(3-cyano-6-(prop-2-yn-1-yloxy)pyrazolo[1,5-a]pyridin-4-yl)pyridin-2-yl)-4-methylpiperidin-4-yl)-2-(4-methoxyphenyl)acetamide C(#N)C=1C=NN2C1C(=CC(=C2)OCC#C)C=2C=CC(=NC2)N2CCC(CC2)(C)C(C(=O)N)C2=CC=C(C=C2)OC